CNC(NCC)=O 3-methyl-ethyl-urea